4-Ethoxy-2,6-di-m-tolyl-pyrimidine-5-carbonitrile C(C)OC1=NC(=NC(=C1C#N)C=1C=C(C=CC1)C)C=1C=C(C=CC1)C